FC(C1=CC(=C(C=C1)C=1CCCC2=C(C1C1=CC=C(C=C1)C=C1CN(C1)CCCF)C=CC(=C2)C(=O)O)OC)F 8-(4-(difluoromethyl)-2-methoxyphenyl)-9-(4-((1-(3-fluoropropyl)azetidin-3-ylidene)methyl)phenyl)-6,7-dihydro-5H-benzo[7]annulene-3-carboxylic acid